2-(2-(cyclopropanesulfonamido)thiazol-4-yl)-N-(2-fluoro-4-(6-isopropoxypyrazin-2-yl)phenyl)-2-methylpropanamide C1(CC1)S(=O)(=O)NC=1SC=C(N1)C(C(=O)NC1=C(C=C(C=C1)C1=NC(=CN=C1)OC(C)C)F)(C)C